4-bromo-[1,1':3',1'']terphenyl BrC1=CC=C(C=C1)C1=CC(=CC=C1)C1=CC=CC=C1